FC(C1(CC1)N1C=C2C(N=C(N=C2)C)=C(C1=O)F)F 6-(1-(difluoromethyl)cyclopropyl)-8-fluoro-2-methylpyrido[4,3-d]pyrimidin-7(6H)-one